OCN1C(N(C(C1=O)N(C(=O)NCO)CO)CO)=O N-(1,3-bis(hydroxymethyl)-2,5-dioxo-4-imidazolidinyl)-N,N'-bis(hydroxymethyl)urea